(R)-N'-((5-(2-methoxy-5-methylpyridin-4-yl)-2,3-dihydro-1H-inden-4-yl)carbamoyl)-6,7-dihydro-5H-pyrazolo[5,1-b][1,3]oxazine-3-sulfonimidamide COC1=NC=C(C(=C1)C=1C(=C2CCCC2=CC1)NC(=O)N=[S@](=O)(N)C=1C=NN2C1OCCC2)C